(R)-(5-fluoro-1-((R)-5-(pyridin-2-yl)-2,3-dihydrobenzofuran-2-carbonyl)indolin-6-yl)(imino)(2-methoxyethyl)-λ6-sulfanone FC=1C=C2CCN(C2=CC1[S@](=O)(CCOC)=N)C(=O)[C@@H]1OC2=C(C1)C=C(C=C2)C2=NC=CC=C2